C(C=C)[Ru+3] allyl-ruthenium (IV)